N-(2-hydroxy-2,3-dihydro-1H-indene-2-carbonyl)-O-((1s,3s)-3-(2-(5,6,7,8-tetrahydro-1,8-naphthyridin-2-yl)ethyl)cyclobutyl)-L-homoserine OC1(CC2=CC=CC=C2C1)C(=O)N[C@@H](CCOC1CC(C1)CCC1=NC=2NCCCC2C=C1)C(=O)O